(3S,4R)-4-amino-3-methoxypiperidine-1-carboxylic acid methyl ester COC(=O)N1C[C@@H]([C@@H](CC1)N)OC